2-(4-(trifluoromethoxy)phenyl)-6,7-dihydrooxazolo[5,4-D]pyrrolo[1,2-a]pyrimidin-9(5H)-one FC(OC1=CC=C(C=C1)C=1OC=2N=C3N(C(C2N1)=O)CCC3)(F)F